4-Bromo-1-(1,4-dioxaspiro[4.5]decan-8-yl)indoline BrC1=C2CCN(C2=CC=C1)C1CCC2(OCCO2)CC1